C(CCCC=CCC=CCC=CCC=CCC=CCC)O eicosa-5,8,11,14,17-pent-en-1-ol